O=C1NC(CCC1N1C(C2=CC=C(C=C2C1)/C=C/C(=O)OC(C)(C)C)=O)=O tert-butyl (E)-3-[2-(2,6-dioxo-3-piperidyl)-1-oxo-isoindolin-5-yl]prop-2-enoate